CN1C=C(C2=CC=CC=C12)CCN=C1C2=CC=CC=C2C=2C=CC=CC12 N-(2-(1-methyl-1H-indol-3-yl)ethyl)-9H-fluoren-9-imine